1-(3-fluoro-4-(piperazin-1-ylmethyl)benzyl)-3-(4-(2-(4-methoxyphenyl)propan-2-yl)thiazol-2-yl)urea FC=1C=C(CNC(=O)NC=2SC=C(N2)C(C)(C)C2=CC=C(C=C2)OC)C=CC1CN1CCNCC1